2-Amino-9-((2R,3R,5S)-3-hydroxy-5-(hydroxymethyl)tetrahydrofuran-2-yl)-7-((methylthio)methyl)-7,9-dihydro-1H-purin-6,8-dion NC=1NC(C=2N(C(N(C2N1)[C@@H]1O[C@@H](C[C@H]1O)CO)=O)CSC)=O